bibenzylyl acrylate C(C=C)(=O)OC1=C(C=CC=C1)CCC1=CC=CC=C1